N-methyl-3-aminopropyl heptamethyl trisiloxane di[4-(vinyloxy) butyl] terephthalate C(C1=CC=C(C(=O)OCCCCOC=C)C=C1)(=O)OCCCCOC=C.CNCCC[Si](O[Si](O[Si](C)(C)C)(C)C)(C)C